BrC1=C2C=CNC2=CC(=C1OC=1C=C(C(=N)N)C=CC1)F 3-((4-bromo-6-fluoro-1H-indol-5-yl)oxy)benzamidine